BrC=1C=C(SC1)C1=CC(=NN1CC1=C(C=CC=C1)Cl)CO [5-(4-bromothien-2-yl)-1-[(2-chlorophenyl)methyl]-1H-pyrazol-3-yl]methanol